C(C)(C)(C)OC(=O)N1CCC(CC1)C(CC(=O)O)N1N=CC2=CC(=CC=C12)OCCC1=NC=2NCCCC2C=C1 3-(1-(tert-butoxycarbonyl)piperidin-4-yl)-3-(5-(2-(5,6,7,8-tetrahydro-1,8-naphthyridin-2-yl)ethoxy)-1H-indazol-1-yl)propionic acid